ClC1=CC=C(S1)C=1C=C2C(=NC1)C(=NN2CC(=O)N2CC(C2)F)F 2-[6-(5-Chloro-2-thienyl)-3-fluoro-pyrazolo[4,3-b]pyridin-1-yl]-1-(3-fluoroazetidin-1-yl)ethanone